C1(CCCCC1)C=1C=C(SC1)C1(CC1)C=1NC(C2=C(N1)CCN(C2)C(=O)OC(C)(C)C)=O tert-butyl 2-(1-(4-cyclohexylthiophen-2-yl)cyclopropyl)-4-oxo-3,5,7,8-tetrahydropyrido[4,3-d]pyrimidine-6(4H)-carboxylate